BrC1=C(NC)C(=CC=C1)OC1=C(C=CC(=C1)F)C(F)(F)F 2-bromo-6-(5-fluoro-2-(trifluoromethyl)phenoxy)-N-methylaniline